7-((1H-imidazol-1-yl)methyl)-2-(6-ethyl-8-methoxycinnolin-4-yl)-5-(1-methyl-3-(trifluoromethyl)-1H-pyrazol-4-yl)-3,4-dihydroisoquinolin-1(2H)-one N1(C=NC=C1)CC1=CC(=C2CCN(C(C2=C1)=O)C1=CN=NC2=C(C=C(C=C12)CC)OC)C=1C(=NN(C1)C)C(F)(F)F